BrC=1C=CC2=C(C3=C(S2)C=CC(=C3)[C@]3(N=C(N(C(C3)=O)C)NC(OC(C)(C)C)=O)C)C1 (S)-tert-butyl (4-(8-bromodibenzo[b,d]thiophen-2-yl)-1,4-dimethyl-6-oxo-1,4,5,6-tetrahydropyrimidin-2-yl)carbamate